4'H,6'H-spiro[piperidine-4,5'-pyrrolo[1,2-c][1,2,3]triazol]-4'-amine N1=NC=C2N1CC1(C2N)CCNCC1